(4R)-tert-butyl 4-(1,4-dihydroxybutyl)-2,2-dimethyl-oxazolidine-3-carboxylate OC(CCCO)[C@@H]1N(C(OC1)(C)C)C(=O)OC(C)(C)C